6-[3-[tert-butyl(dimethyl)silyl]oxy-2,6-dimethyl-phenyl]-8-methyl-2-methylsulfonyl-pyrido[2,3-d]pyrimidin-7-one [Si](C)(C)(C(C)(C)C)OC=1C(=C(C(=CC1)C)C1=CC2=C(N=C(N=C2)S(=O)(=O)C)N(C1=O)C)C